FC=1C=CC2=C(C(CC3(O2)CN(C3)C(=O)NCC=3C=C2C=C(NC2=CC3)C)=O)C1 6'-fluoro-N-[(2-methyl-1H-indol-5-yl)methyl]-4'-oxo-3',4'-dihydrospiro[azetidine-3,2'-[1]benzopyran]-1-carboxamide